N1=CN=CC2=C1C(NC=C2)=O 7H-pyrido[3,4-d]Pyrimidin-8-one